2-((4-bromo-2-cyclopropyl-5-methylphenyl)amino)-6-(tetrahydro-2H-thiopyran-4-yl)-5,6-dihydro-7H-pyrrolo[3,4-b]pyridin-7-one BrC1=CC(=C(C=C1C)NC1=CC=C2C(=N1)C(N(C2)C2CCSCC2)=O)C2CC2